lithium potassium 2,2-diundecylmalonate C(CCCCCCCCCC)C(C(=O)[O-])(C(=O)[O-])CCCCCCCCCCC.[K+].[Li+]